methyl 4-amino-1-(6-chloro-4-methylpyridin-3-yl)-2-oxo-7-(trifluoromethyl)-1,2-dihydro-1,8-naphthyridine-3-carboxylate NC1=C(C(N(C2=NC(=CC=C12)C(F)(F)F)C=1C=NC(=CC1C)Cl)=O)C(=O)OC